[2H]C1=NN(C=2C1=NC=C(C2)C2=CC(=C(C=C2)F)C(F)F)CC=2OC(=NN2)C [[3-Deuterio-6-[3-(difluoromethyl)-4-fluoro-phenyl]pyrazolo[4,3-b]pyridin-1-yl]methyl]-5-methyl-1,3,4-oxadiazole